Tert-butyl (6-(((1-(2-(1-methylpiperidin-4-yl)ethyl)-1H-pyrazol-4-yl)methyl)amino)isoquinolin-1-yl)carbamate CN1CCC(CC1)CCN1N=CC(=C1)CNC=1C=C2C=CN=C(C2=CC1)NC(OC(C)(C)C)=O